C(C)(=O)N1CCC(CC1)NCC1=C(C=C(C=C1)C1=NC=CC(=C1Cl)C=1C(=C(C=CC1)C1=CC=C(C(=N1)OC)CNC[C@H]1CCC(N1)=O)Cl)OC (R)-5-((((6-(3-(2-(4-(((1-acetylpiperidin-4-yl)amino)methyl)-3-methoxyphenyl)-3-chloropyridin-4-yl)-2-chlorophenyl)-2-methoxypyridin-3-yl)methyl)amino)methyl)pyrrolidin-2-one